C(C)C1=C(C=CC(=C1)C1(C(C(=C(C2=CC=CC=C12)N)\N=N\[H])N)S(=O)(=O)O)C1=C(C=C(C=C1)C1(C(C(=C(C2=CC=CC=C12)N)\N=N\[H])N)S(=O)(=O)O)CC 1,1'-(2,2'-diethyl[1,1'-biphenyl]-4,4'-diyl)bis{2,4-diamino-3-[(E)-diazenyl]naphthalene-1-sulfonic acid}